N1C=CC2=CC(=CC=C12)C1=CC=CN2C1=NS(CC2)(=O)=O 9-(1H-indol-5-yl)-3,4-dihydropyrido[2,1-c][1,2,4]thiadiazine 2,2-dioxide